(R)-methyl 3-(7-(4-bromo-3-(trifluoromethyl) benzoyl)-2-(isopropylamino)-6-methyl-4-oxo-5,6,7,8-tetrahydropyrido[3,4-d]pyrimidin-3(4H)-yl)-4-chloro-1-methyl-1H-pyrazole-5-carboxylate BrC1=C(C=C(C(=O)N2CC=3N=C(N(C(C3C[C@H]2C)=O)C2=NN(C(=C2Cl)C(=O)OC)C)NC(C)C)C=C1)C(F)(F)F